1-((2-(trimethylsilyl)ethoxy)methyl)-1H-indazol-4-carbonitrile C[Si](CCOCN1N=CC=2C(=CC=CC12)C#N)(C)C